N1-isopropyl-benzene-1,3-diamine C(C)(C)NC1=CC(=CC=C1)N